F/C/1=C(/C(=O)OC1=O)\F difluoromaleic anhydride